ClC=1C=C(C=CC1)[C@H](C)N1N=C(C=C1C(=O)N)C(=O)N(C)C1[C@H]2CC(C[C@@H]12)O 1-((S)-1-(3-chlorophenyl)ethyl)-N3-((1R,3R,5S,6r)-3-hydroxybicyclo[3.1.0]hexan-6-yl)-N3-methyl-1H-pyrazole-3,5-dicarboxamide